perfluoron-butyl-sulfonyl fluoride FC(C(C(C(F)(F)F)(F)F)(F)F)(S(=O)(=O)F)F